6-ethoxy-2-methyl-N-(6-(1,2,3,6-tetrahydropyridin-4-yl)pyridazin-3-yl)-2H-indazole-5-carboxamide formate C(=O)O.C(C)OC=1C(=CC2=CN(N=C2C1)C)C(=O)NC=1N=NC(=CC1)C=1CCNCC1